[N+](=O)([O-])C1=C(C=CC=C1)S(=O)(=O)N1CC(OC(C1)=O)=O (2-Nitrophenyl-sulfonyl)morpholine-2,6-dione